C1=CC=C(C=C1)COC(=O)CC[C@@H](C(=O)O)N γ-benzyl L-glutamate